ClCC(CCl)OC(C[Al])OC(CCl)CCl bis(1,3-dichloro-2-propoxy)ethylaluminum